2-fluoro-1-(4-(3-((2-(trifluoromethyl)pyrimidin-5-yl)amino)pyrazin-2-yl)-3,6-dihydropyridin-1(2H)-yl)prop-2-en-1-one FC(C(=O)N1CCC(=CC1)C1=NC=CN=C1NC=1C=NC(=NC1)C(F)(F)F)=C